ClC=1C=C(C=CC1F)C(C=1NC(=C(N1)S(=O)(=O)C)C)OCC1=CC(=CC(=C1)F)F 2-((3-chloro-4-fluorophenyl)((3,5-difluorobenzyl)oxy)methyl)-5-methyl-4-(methylsulfonyl)-1H-imidazole